OC=1C=C2C(=NN(C2=CC1)C1OCCCC1)C=1C=NN(C1)CCCOCCCCS(=O)(=O)[O-] 3-(3-{4-[5-hydroxy-1-(oxan-2-yl)-1H-indazol-3-yl]-1H-pyrazol-1-yl}propoxy)propylmethanesulfonate